C(N)(=O)C=1C=C2C(=CN=C(C2=CC1OC(C)C)O[C@H]1CN(CCC1)C(CC#N)=O)C#CC1CCN(CC1)C(=O)OC(C)(C)C tert-butyl (R)-4-((6-carbamoyl-1-((1-(2-cyanoacetyl)piperidin-3-yl)oxy)-7-isopropoxyisoquinolin-4-yl)ethynyl)piperidine-1-carboxylate